methyl 2-(6-chloropyridazin-3-yl)-2-methylpropanoate ClC1=CC=C(N=N1)C(C(=O)OC)(C)C